C1(CCCCCCCCCCN1)=O undecanlactam